OC1=C(C=CC(=C1)C)S(=O)(=O)N1[C@@H](CCC1)C(=O)OC(C)(C)C tert-Butyl ((2-hydroxy-4-methylphenyl)sulfonyl)-L-prolinate